N-(1-cyclobutyl-1H-pyrrolo[2,3-b]pyridin-5-yl)-2-(2,6-dioxopiperidin-3-yl)-6-fluoro-1-oxoisoindoline-5-carboxamide C1(CCC1)N1C=CC=2C1=NC=C(C2)NC(=O)C=2C=C1CN(C(C1=CC2F)=O)C2C(NC(CC2)=O)=O